N[C@@H]1CN(CC[C@H]1F)C1=NC2=C(N1CC1=CC=C(C=N1)C#N)C=CC(=C2)C 6-((2-((3r,4r)-3-amino-4-fluoro-1-piperidinyl)-5-methyl-1H-benzimidazol-1-yl)methyl)-3-pyridinecarbonitrile